S1C=NC2=C1C(=CC=C2)N2CC1(CNC1)C(C2)C(=O)OCC ethyl 6-(benzo[d]thiazol-7-yl)-2,6-diazaspiro[3.4]octane-8-carboxylate